ClC=1C=CC(=NC1)CC(=O)O 5-chloropyridin-2-acetic acid